NC1=NC=C(C=2C1=CN(N2)C2OCCCC2)NC(C(=O)N(CC2=NC=CC=C2)C[C@@H](CC)C)=O N1-(4-amino-2-(tetrahydro-2H-pyran-2-yl)-2H-pyrazolo[4,3-c]pyridin-7-yl)-N2-((R)-2-methylbutyl)-N2-(pyridin-2-ylmethyl)oxalamide